C(CCCCC)(=O)[O-].C(C1=CC=CC=C1)[N+](C)(C)CC(C)O benzyl-(2-hydroxypropyl)-dimethyl-ammonium caproate